C(#N)C1(CC(C1)F)C(=O)N1CC2(CC2)[C@@H]([C@@H]1CC=1C(=C(C=C(C1)F)C1=CC=CC=C1)F)NS(=O)(=O)CF N-((6S,7S)-5-((1s,3R)-1-cyano-3-fluorocyclobutane-1-carbonyl)-6-((2,5-difluoro-[1,1'-biphenyl]-3-yl)methyl)-5-azaspiro[2.4]heptan-7-yl)-1-fluoromethanesulfonamide